4-chloro-1-methyl-5-(1-(1-phenylethyl)-1H-pyrazol-4-yl)pyridin-2(1H)-one ClC1=CC(N(C=C1C=1C=NN(C1)C(C)C1=CC=CC=C1)C)=O